1-(3-{[4-({2-amino-5-[(4-{[3-(3-methyl-1H-imidazol-3-ium-1-yl)propyl]amino}phenyl)amino]-4-oxocyclohexa-2,5-dien-1-ylidene}amino)phenyl]amino}propyl)-3-methyl-1H-imidazol-3-ium NC=1C(C=C(C(C1)=O)NC1=CC=C(C=C1)NCCCN1C=[N+](C=C1)C)=NC1=CC=C(C=C1)NCCCN1C=[N+](C=C1)C